2-[6-(oxetan-3-yloxy)-1,5-naphthyridin-4-yl]-1H,5H,6H,7H-pyrrolo[3,2-c]Pyridin-4-one O1CC(C1)OC=1N=C2C(=CC=NC2=CC1)C1=CC=2C(NCCC2N1)=O